N1(CCC1)CC1=CC(=NN1C1=CC=C(C=C1)CN1C2=NC(=NC=C2NC1=O)C1=C(C(=CC=C1)F)C(C)C)C(F)(F)F 9-([4-[5-(azetidin-1-ylmethyl)-3-(trifluoromethyl)pyrazol-1-yl]phenyl]methyl)-2-(3-fluoro-2-isopropylphenyl)-7H-purin-8-one